FC1=C(C(=CC=C1)C)N1CCC(CC1)N1C(N(C=2C(C1)=CN(N2)C[C@@H](C)F)CC2=C(C=CC=C2)C(F)(F)F)=O |o1:24| 5-[1-(2-Fluoro-6-methyl-phenyl)-piperidin-4-yl]-2-((R)- or (S)-2-fluoro-propyl)-7-(2-trifluoromethylbenzyl)-2,4,5,7-tetrahydro-pyrazolo[3,4-d]pyrimidin-6-one